CCNCCC[Si](OCC)(OCC)OCC N-(beta-ethyl)-gamma-aminopropyl-triethoxysilane